OC(=O)C(F)(F)F.N[C@H](CO)C1=CC(=C(C(=C1)F)Cl)N1N=CN=C1C(F)F (S)-2-amino-2-(4-chloro-3-(5-(difluoromethyl)-1H-1,2,4-triazol-1-yl)-5-fluorophenyl)ethan-1-ol TFA salt